5-bromo-3-[1-[3-[1-(4-ethoxyphenyl)-1H-pyrazol-4-yl]propyl]-4-piperidinyl]-1H-indole BrC=1C=C2C(=CNC2=CC1)C1CCN(CC1)CCCC=1C=NN(C1)C1=CC=C(C=C1)OCC